C(C1=CC=CC=C1)=NNCC(=O)C1=C(C=C(C=C1)C)C=C 2-(2-benzylidenehydrazino)-1-(4-methyl-2-vinylphenyl)ethanone